C12(CC3CC(CC(C1)C3)C2)C=2C=CC3=C(N=C(S3)N)C2N2C3=CC=CC=C3C=3C=CC=CC23 (adamantan-1-yl)-4-(carbazol-9-yl)benzothiazol-2-amine